ClC1=CC=C(C=C1)NC1=C(C#N)C=CC(=N1)C(F)(F)F 2-((4-chlorophenyl)amino)-6-(trifluoromethyl)nicotinonitrile